(E)-N-(6-amino-6-iminohexyl)-1-methyl-4-(1-methyl-4-(4-(2-(quinolin-3-yl)vinyl)benzamido)-1H-pyrrole-2-carboxamido)-1H-pyrrole-2-carboxamide NC(CCCCCNC(=O)C=1N(C=C(C1)NC(=O)C=1N(C=C(C1)NC(C1=CC=C(C=C1)\C=C\C=1C=NC2=CC=CC=C2C1)=O)C)C)=N